(2-aminoethyl)(methyl)carbamic acid (6-bromo-7-(methoxymethyloxy)-2-oxo-2H-chromen-4-yl)Methyl ester BrC=1C=C2C(=CC(OC2=CC1OCOC)=O)COC(N(C)CCN)=O